(1-ethyl-5-(trifluoromethyl)-1H-pyrazol-3-yl)methanone ethyl-2-bromo-1-(cyclopropylmethyl)-4-methyl-1H-imidazole-5-carboxylate C(C)OC(=O)C1=C(N=C(N1CC1CC1)Br)C.C(C)N1N=C(C=C1C(F)(F)F)C=O